CC=1N=C(C2=C(N1)OC=C2C(=O)N2C[C@@H]1C([C@@H]1C2)C2=CC=CC=C2)NC2(CC2)C methyl-N-(1-methylcyclopropyl)-5-[(1R,5S,6S)-6-phenyl-3-azabicyclo[3.1.0]hexane-3-carbonyl]furo[2,3-d]pyrimidin-4-amine